6,7-dinitro-2,3-dihydro-1,4-benzodioxin [N+](=O)([O-])C1=CC2=C(OCCO2)C=C1[N+](=O)[O-]